trans-5-methyl-2-tridecenoic acid CC(C/C=C/C(=O)O)CCCCCCCC